4-[cyclopropyl-[4-(5,6,7,8-tetrahydro-1,8-naphthyridin-2-yl)butyl]amino]-2-[[(3S)-3-fluoropyrrolidine-1-carbonyl]amino]butanoic acid C1(CC1)N(CCC(C(=O)O)NC(=O)N1C[C@H](CC1)F)CCCCC1=NC=2NCCCC2C=C1